NC1=CC=C(C=C1)NC=1OC2=C(N1)C=CC=C2 2-(4-aminophenyl)aminobenzoxazole